amino-3-carboxypropylsulfone dioxopiperidin-1-ylmethyl-(S)-2-tert-butoxycarbonylamino-3-methylbutyrate O=CC(C=O)(C)OC(=O)N[C@@](C(=O)O)(C(C)C)CN1CCCCC1.NC(CCS(=O)(=O)CCC(N)C(=O)O)C(=O)O